COC(=O)C=1NC2=CC=C(C=C2C1)Cl 5-chloro-1H-indole-2-carboxylic acid methyl ester